6-((R)-3-(2-ethoxyphenoxy)piperidin-1-yl)pyrazin-2-yl(carbamoyl)-L-phenylalanine C(C)OC1=C(O[C@H]2CN(CCC2)C2=CN=CC(=N2)N([C@@H](CC2=CC=CC=C2)C(=O)O)C(N)=O)C=CC=C1